3-((2-methylthiophen-3-yl)oxy)pyrrolidin CC=1SC=CC1OC1CNCC1